FC1=CC(=CC2=C1N(C(=N2)C=2N1C(CN(C=3C=CC=C(C2)C13)C(=O)OC(C)(C)C)C(C)C)C)C(=O)OC tert-butyl 2-(7-fluoro-5-methoxycarbonyl-1-methyl-benzimidazol-2-yl)-11-isopropyl-1,9-diazatricyclo[6.3.1.04,12]dodeca-2,4,6,8(12)-tetraene-9-carboxylate